ClC=1C=C(C=CC1)C1=NN(C(C2=C1OC(=C2)NC(OC(C)(C)C)=O)=O)CC(=O)N(C)C2=CC1=C(OC(O1)(F)F)C=C2 tert-butyl (7-(3-chlorophenyl)-5-(2-((2,2-difluorobenzo[d][1,3]dioxol-5-yl)(methyl)amino)-2-oxoethyl)-4-oxo-4,5-dihydrofuro[2,3-d]pyridazin-2-yl)carbamate